ClC1=C(C=CC(=C1)S(=O)(=O)C)CN (2-chloro-4-methylsulfonylphenyl)methylamine